2-(2-chloro-6-nitrophenyl)-4(s)-(4-fluorophenyl)-1H-imidazol ClC1=C(C(=CC=C1)[N+](=O)[O-])C=1NC=C(N1)C1=CC=C(C=C1)F